SC[SiH](OCC)OCC mercaptomethyldiethoxysilane